OCCCCCCCC/C=C/CCCCCCCC(=O)OC methyl 18-hydroxy-(9E)-octadeca-9-enoate